(2-phenyl-[1,2,4]triazolo[1,5-a]pyridin-7-yl)-carbamic acid tert-butyl ester C(C)(C)(C)OC(NC1=CC=2N(C=C1)N=C(N2)C2=CC=CC=C2)=O